1,1'-carbonyl-diimidazole-d C(=O)(N1C(=NC=C1)[2H])N1C(=NC=C1)[2H]